(R)-1-((R)-tert-butylsulfinyl)-2-(4,4,5,5-tetramethyl-1,3,2-dioxaborolan-2-yl)pyrrolidine C(C)(C)(C)[S@@](=O)N1[C@@H](CCC1)B1OC(C(O1)(C)C)(C)C